[N].CC(=O)C1CCCC1 cyclopentyl methyl ketone nitrogen